ClC1=C(C=CC(=C1)F)COC1CCN(CC1)C(=O)N1CC(C1)C1=C(C=NN1)C [4-[(2-Chloro-4-fluoro-phenyl)methoxy]-1-piperidinyl]-[3-(4-methyl-1H-pyrazol-5-yl)azetidin-1-yl]methanone